tetrafluoroethyl (monochloro-trifluoroethyl) ether ClC(C(F)(F)F)OC(C(F)(F)F)F